OCCC=1C(=C2C(=C(CC2=CC1C)C)CO)C 5-(2-hydroxyethyl)-3-(hydroxymethyl)-2,4,6-trimethyl-1H-inden